C(CCC)C1=C(C=CC=C1O)C Butyl-m-Cresole